3,5-dimethoxy-4-ethylthio-phenethylamine COC=1C=C(CCN)C=C(C1SCC)OC